(R)-1-(4-((1-(3-(1,1-difluoro-3-hydroxypropyl)-2-fluorophenyl)ethyl)amino)-2-methyl-8,9-dihydro-7H-cyclopenta[h]quinazolin-6-yl)-4-(methoxymethyl)piperidin-4-ol FC(CCO)(F)C=1C(=C(C=CC1)[C@@H](C)NC1=NC(=NC2=C3C(=C(C=C12)N1CCC(CC1)(O)COC)CCC3)C)F